tetracosenyl alcohol C(=CCCCCCCCCCCCCCCCCCCCCCC)O